O[C@H]1[C@H](N(CC1)C1=NC(=CC(=C1)C(F)(F)F)C)C(=O)N(C=1C=C(C=CC1)C)CCCN1CCCC1 (2S,3R)-3-hydroxy-1-(6-methyl-4-(trifluoromethyl)pyridin-2-yl)-N-(3-(pyrrolidin-1-yl)propyl)-N-(m-tolyl)pyrrolidine-2-carboxamide